ClC1=C(C=NC(=C1)Cl)C(=O)NNC(=S)N1CC2CCC(C1)N2C(=O)OC(C)(C)C Tert-butyl 3-{[(4,6-dichloropyridin-3-yl)formohydrazido]methanethioyl}-3,8-diazabicyclo[3.2.1]octane-8-carboxylate